C(C)(=O)N1[C@H](CN(C[C@H]1C)CC1=CC=C(C=C1)C(/C=C/C1=CC=C(C=C1)/C=C/C(CO)=O)=O)C (E)-4-[4-[(E)-3-[4-[[(3S,5R)-4-Acetyl-3,5-dimethylpiperazin-1-yl]methyl]phenyl]-3-oxoprop-1-enyl]phenyl]-1-hydroxybut-3-en-2-one